ClC1=CC=C(C=C1)N1N=C(N=C1N1C=CC=2C=CC=NC2C1=O)C1=CC=CC=C1 7-(1-(4-chlorophenyl)-3-phenyl-1H-1,2,4-triazol-5-yl)-1,7-naphthyridin-8(7H)-one